CC=1C(=CC=C(N)C1)C=1CC(NC(C1)(C)C)(C)C 5-methyl-4-(2,2,6,6-tetramethyl-1,2,3,6-tetrahydropyridin-4-yl)aniline